[Si](C)(C)(C(C)(C)C)OC1C(CCC1)N1C(C(=CC2=C1N=C(N=C2)SC)C#N)=O 8-(2-((tert-butyldimethylsilyl)oxy)cyclopentyl)-2-(methylthio)-7-oxo-7,8-dihydropyrido[2,3-d]pyrimidine-6-carbonitrile